CC1(C(=C(SC1N)C(=O)OC(C)(C)C)C)C(=O)[O-] 2-tert-butyl 4-methyl-5-amino-3-methylthiophene-2,4-dicarboxylate